The molecule is the conjugate base of ketomycolic acid type-3 (XIII). A class of mycolic acids characterized by the presence of a proximal cis C=C double bond and a distal oxo group and a (CH-CH3) fragment of (S) stereochemistry in the meromycolic chain. CC[C@H](C)C(=O)C/C=C\\C[C@H]([C@@H](CC)C(=O)[O-])O